ClC[C@@H](COC1=C(C=C(C=C1)S(=O)(=O)C1=CC(=C(C=C1)OC[C@@H](CN1C=NC=C1)O)Cl)Cl)O (R)-1-chloro-3-(2-chloro-4-((3-chloro-4-((R)-2-hydroxy-3-(1H-imidazol-1-yl)propoxy)phenyl)sulfonyl)phenoxy)propan-2-ol